C(CC)=N propan-1-imine